ClC=1C=C2C(=NC(=NC2=C(C1C1=C(C=CC=C1O)F)F)OCCP(=O)(C)C)N1CCN(CC1)C(C=C)=O 1-(4-(6-chloro-2-(2-(dimethyl-phosphoryl)ethoxy)-8-fluoro-7-(2-fluoro-6-hydroxyphenyl)quinazolin-4-yl)piperazin-1-yl)prop-2-en-1-one